N-(4-morpholin-4-ylcyclohexyl)-5-(tetrahydropyran-4-yl)-7H-pyrrolo[2,3-d]pyrimidin-4-amine N1(CCOCC1)C1CCC(CC1)NC=1C2=C(N=CN1)NC=C2C2CCOCC2